FC(CN1N=CC=2C1=NC(=CN2)N2CC1(C2)CCN(CC1)C1=NC(=NC(=C1)C(F)(F)F)C)F 2-[1-(2,2-difluoroethyl)-1H-pyrazolo[3,4-b]pyrazin-6-yl]-7-[2-methyl-6-(trifluoromethyl)pyrimidin-4-yl]-2,7-diazaspiro[3.5]nonane